tert-Butyl 7-(7-bromo-5-(ethoxycarbonyl)benzo[d]oxazol-2-yl)-3-oxa-7,9-diazabicyclo[3.3.1]nonane-9-carboxylate BrC1=CC(=CC=2N=C(OC21)N2CC1COCC(C2)N1C(=O)OC(C)(C)C)C(=O)OCC